C(#N)/C(/C(=O)NC1=NC=C(C=N1)C1=CC=C(C=C1)OC)=C(\C=1C=NOC1C)/O (Z)-2-cyano-3-hydroxy-N-(5-(4-methoxyphenyl)pyrimidin-2-yl)-3-(5-methylisoxazol-4-yl)acrylamide